7-(2,4-Dimethoxyphenyl)-2-methoxy-1H-phenalen-1-one COC1=C(C=CC(=C1)OC)C1=C2C=CC=C3C=C(C(C(C=C1)=C32)=O)OC